ClC1=NC(=CC(=C1C(=O)O)I)Cl 2,6-dichloro-4-iodopyridine-3-carboxylic acid